6-fluoro-4-(4-fluorophenyl)-N-(pyrrolidine-2-ylmethyl)-3,4-dihydroquinoxaline-1(2H)-carboxamide FC=1C=C2N(CCN(C2=CC1)C(=O)NCC1NCCC1)C1=CC=C(C=C1)F